ClC1=NC=C(C(=C1)C1=C(C=NC(=C1)C)C(=O)NC=1SC2=C(N1)CN(C2)C(=O)C2CC(C2)(C)O)OC 2'-chloro-N-(5-((1s,3s)-3-hydroxy-3-methylcyclobutane-1-carbonyl)-5,6-dihydro-4H-pyrrolo[3,4-d]thiazol-2-yl)-5'-methoxy-6-methyl-[4,4'-bipyridine]-3-carboxamide